FC1=CC=C(C=C1)N1C(=C(C2=C1C=C1C=NNC1=C2)C2=CC=C(C(=O)O)C=C2)[Si](C)(C)C 4-[5-(4-fluorophenyl)-6-trimethylsilyl-1H-pyrrolo[2,3-f]indazol-7-yl]benzoic Acid